C(C)(C)(C)OC(=O)N1CCC(CC1)C1=CC=CC=2OC[C@@H](OC21)C2=C(C=C(C=C2)Cl)Cl (S)-4-(3-(2,4-dichlorophenyl)-2,3-dihydrobenzo[b][1,4]dioxin-5-yl)piperidine-1-Carboxylic acid tert-butyl ester